5-(2-((R or S)-3-(isopropoxymethyl)-3-(2-(thiophen-2-yl)ethyl)pyrrolidin-1-yl)butan-2-yl)-2-methylpyridine C(C)(C)OC[C@]1(CN(CC1)C(C)(CC)C=1C=CC(=NC1)C)CCC=1SC=CC1 |o1:5|